OCCCCCCCCCCCCCCCC(=O)OC(CO)CO 1,3-dihydroxypropan-2-yl 16-hydroxyhexadecanoate